6-[[4-[[(1S)-2-hydroxy-1-phenyl-ethyl]amino]-5-[3-(trifluoromethyl)-1H-1,2,4-triazol-5-yl]pyrimidin-2-yl]amino]-2-methyl-3,4-dihydro-isoquinolin-1-one OC[C@H](C1=CC=CC=C1)NC1=NC(=NC=C1C1=NC(=NN1)C(F)(F)F)NC=1C=C2CCN(C(C2=CC1)=O)C